COP(=O)(SC)NC(C)=O N-[methoxy(methylsulfanyl)phosphoryl]acetamide